γ-methacryloylpropyl-(methoxyethoxy)silane C(C(=C)C)(=O)CCC[SiH2]OCCOC